N-(3-((4-methylpiperazin-1-yl)methyl)-1,2,4-thiadiazole-5-yl)furan-3-carboxamide CN1CCN(CC1)CC1=NSC(=N1)NC(=O)C1=COC=C1